ClC1=CC2=C(N(C(C(N2C)=O)=O)C2CCN(CC2)C2=NC=C(C=N2)CN2[C@H](CN(CC2)C)C)N=C1 (S)-7-chloro-4-(1-(5-((2,4-dimethylpiperazin-1-yl)methyl)pyrimidin-2-yl)piperidin-4-yl)-1-methyl-1,4-dihydropyrido[2,3-b]pyrazine-2,3-dione